(2R)-2-Amino-N-[3-(difluoromethoxy)-4-(2-methyl-1H-pyrrolo[2,3-b]pyridin-4-yl)phenyl]-4,4-dimethyl-pentanamide N[C@@H](C(=O)NC1=CC(=C(C=C1)C1=C2C(=NC=C1)NC(=C2)C)OC(F)F)CC(C)(C)C